C1(CC1)[C@@](C#CC1=CC=C(C(=O)OC)C=C1)(COCC)O |r| Methyl (rac)-4-(3-cyclopropyl-4-ethoxy-3-hydroxybut-1-yn-1-yl)benzoate